[Cl-].[Cl-].C[SiH](C)[Zr+2](C1C(=CC2=CC=CC=C12)CCC)C1C(=CC2=CC=CC=C12)CCC dimethylsilyl-bis(propylindenyl)zirconium dichloride